N-(4-bromophenyl)-[1,2,4]triazolo[4,3-a]pyridin-3-amine BrC1=CC=C(C=C1)NC1=NN=C2N1C=CC=C2